4-(4-(1-((5-((3,5-difluoropyridin-2-yl)oxy)pyridin-2-yl)amino)-1-oxopropan-2-yl)morpholin-2-yl)pyridine 1-oxide FC=1C(=NC=C(C1)F)OC=1C=CC(=NC1)NC(C(C)N1CC(OCC1)C1=CC=[N+](C=C1)[O-])=O